N-{[4-(Pyrrolidin-1-ylmethyl)oxan-4-yl]methyl}-4H,5H,6H,7H,8H,9H-cycloocta[b]thiophene-2-carboxamide N1(CCCC1)CC1(CCOCC1)CNC(=O)C1=CC2=C(S1)CCCCCC2